N-(4-((5-(benzyloxy)-2-(2-chlorophenyl)-3-fluoro-1H-indol-1-yl)methyl)phenethyl)cyclopropylamine C(C1=CC=CC=C1)OC=1C=C2C(=C(N(C2=CC1)CC1=CC=C(CCNC2CC2)C=C1)C1=C(C=CC=C1)Cl)F